COC(=O)C1=C(C=C(C(=O)O)C=C1)[N+](=O)[O-] 4-(methoxycarbonyl)-3-nitrobenzoic acid